NC1=CC=CC(=N1)N1CCC(CC1)NC(OC(C)(C)C)=O tert-Butyl (1-(6-aminopyridin-2-yl)piperidin-4-yl)carbamate